CC1N(CCCC1)C=O (2-methylpiperidin-1-yl)methanone